C(C1=CC=CC=C1)N1CC2CCC(C1)C2=O 3-benzyl-3-azabicyclo[3.2.1]octane-8-one